5-((S)-2-amino-3-(methylsulfonamido)propanamido)-2-methyl-N-((R)-1-(naphthalen-1-yl)ethyl)benzamide benzyl-(S)-2-amino-3,3-dimethylbutanoate C(C1=CC=CC=C1)OC([C@H](C(C)(C)C)N)=O.N[C@H](C(=O)NC=1C=CC(=C(C(=O)N[C@H](C)C2=CC=CC3=CC=CC=C23)C1)C)CNS(=O)(=O)C